FC1(CN(C1)C=1C=NC=2C(N(C=CC2C1)C=1N=C(OC1C1=CC=CC=C1)C1=CC=CC=C1)=O)F 3-(3,3-difluoroazetidin-1-yl)-7-(2,5-diphenyloxazol-4-yl)-1,7-naphthyridin-8(7H)-one